NCCOCCOCCC(=O)N 3-[2-(2-aminoethoxy)ethoxy]Propionamide